(3-(5-fluoropyrimidin-2-yl)-6-methylpyridin-2-yl)((1S,4R,6R)-6-((5-(trifluoromethyl)pyridin-2-yl)oxy)-2-azabicyclo[2.2.2]oct-2-yl)methanone FC=1C=NC(=NC1)C=1C(=NC(=CC1)C)C(=O)N1[C@@H]2[C@@H](C[C@H](C1)CC2)OC2=NC=C(C=C2)C(F)(F)F